6,8-difluoroimidazo[1,5-a]pyridine-3-carboxylic acid FC=1C=C(C=2N(C1)C(=NC2)C(=O)O)F